4-(benzyloxy)-3-(2-chloroethyl)-1H-indole C(C1=CC=CC=C1)OC1=C2C(=CNC2=CC=C1)CCCl